COCCOC=1C2=C(N=C(N1)NC1=CC=C(C=C1)CN1CCN(CC1)C)NC=C2C2=CC1=C(N=C(O1)C)C=C2 4-(2-methoxyethoxy)-5-(2-methylbenzo[d]oxazol-6-yl)-N-(4-((4-methyl-piperazin-1-yl)methyl)phenyl)-7H-pyrrolo[2,3-d]pyrimidin-2-amine